(2H5)Ethyl 2-[4-(1-methyl-1H-pyrazol-5-yl)piperidin-1-yl]-6-azaspiro[3.4]octane-6-carboxylate CN1N=CC=C1C1CCN(CC1)C1CC2(C1)CN(CC2)C(=O)OC(C([2H])([2H])[2H])([2H])[2H]